(phenanthrenyl[(naphthyl)phenyl])binaphthalene C1(=CC=CC=2C3=CC=CC=C3C=CC12)C=1C(=C(C=CC1)C1=C(C2=CC=CC=C2C=C1)C1=CC=CC2=CC=CC=C12)C1=CC=CC2=CC=CC=C12